1-methylpyrrolidinium bis(trifluoromethanesulfonyl)imide salt [N-](S(=O)(=O)C(F)(F)F)S(=O)(=O)C(F)(F)F.C[NH+]1CCCC1